CC1=NC2=CC(=C(C=C2N=C1)C)C 2,6,7-trimethylquinoxaline